N-((1S)-2-(6-fluoro-2,3-di-methylphenyl)-1-(5-oxo-4,5-dihydro-1,3,4-oxadiazol-2-yl)-propyl)-4-(1-hydroxyethyl)-piperidine-1-sulfonamide FC1=CC=C(C(=C1C([C@@H](C=1OC(NN1)=O)NS(=O)(=O)N1CCC(CC1)C(C)O)C)C)C